Cl.Cl.FC1=NC=CC(=C1OC[C@H]1NC[C@H](C1)COC)I 2-fluoro-4-iodo-3-(((2s,4s)-4-(methoxymethyl)pyrrolidin-2-yl)methoxy)pyridine dihydrochloride